CN1C(NC(C=2NC(=NC12)CCNC(OC(C)(C)C)=O)=O)=O tert-Butyl 2-(3-methyl-2,6-dioxo-2,3,6,7-tetrahydro-1H-purin-8-yl)ethylcarbamate